((R)-8-(quinolin-3-ylsulfonyl)-1-oxa-8-azaspiro[4.5]decan-3-yl) carbamate C(N)(O[C@H]1COC2(C1)CCN(CC2)S(=O)(=O)C=2C=NC1=CC=CC=C1C2)=O